4-(2-tert-butoxy-2-oxoethyl)-3-oxo-3,4-dihydro-2H-benzo[b][1,4]thiazine-2-carboxylic acid ethyl ester C(C)OC(=O)C1C(N(C2=C(S1)C=CC=C2)CC(=O)OC(C)(C)C)=O